FC1(CC(C1)C=1OC=C(N1)CC1=CC=NC=C1)F 2-(3,3-Difluorocyclobutyl)-4-(pyridin-4-ylmethyl)oxazole